6-methyl-2,4-bis(octylthio)-methyl-phenol CC1=CC(=C(C(=C1O)SCCCCCCCC)C)SCCCCCCCC